(2R,4R)-1-(3-(3-chloro-2-fluorophenyl)oxetan-3-yl)-4-((3-fluoro-6-((5-methyl-1H-pyrazol-3-yl)amino)pyridin-2-yl)methyl)-2-methylpiperidine-4-carboxylic acid ClC=1C(=C(C=CC1)C1(COC1)N1[C@@H](C[C@@](CC1)(C(=O)O)CC1=NC(=CC=C1F)NC1=NNC(=C1)C)C)F